(S)-2-hydroxy-N-methyl-3-phenylpropanamide O[C@H](C(=O)NC)CC1=CC=CC=C1